COC1=CC=C(C=C1)CN1N=C(C2=C1N(CCC2)CC21CC(C2)(C1)C(=O)O)C(F)(F)F 3-[[1-[(4-methoxyphenyl)methyl]-3-(trifluoromethyl)-5,6-dihydro-4H-pyrazolo[3,4-b]pyridine-7-yl]methyl]bicyclo[1.1.1]pentane-1-carboxylic acid